(2-methyl-6-((E)-(4-((E)-phenyldiazenyl)naphthalen-1-yl)diazenyl)-2,3-dihydro-1H-perimidin-2-yl)methyl 5-((3aR,4R,6aS)-2-oxohexahydro-1H-thieno(3,4-d)imidazol-4-yl)pentanoate O=C1N[C@@H]2[C@H](N1)CS[C@@H]2CCCCC(=O)OCC2(NC=1C=CC=C3C(=CC=C(N2)C13)\N=N\C1=CC=C(C3=CC=CC=C13)\N=N\C1=CC=CC=C1)C